C(C)C=1C(=CC=C2C=C(C=C(C12)C1=C(C=2N=C(N=C(C2C=N1)N1CC(C=CC1)O)OC[C@]12CCCN2C[C@@H](C1)F)F)O)F 1-(7-(8-Ethyl-7-fluoro-3-hydroxynaphthalen-1-yl)-8-fluoro-2-(((2R,7aS)-2-fluorotetrahydro-1H-pyrrolizin-7a(5H)-yl)methoxy)pyrido[4,3-d]pyrimidin-4-yl)-1,2,3,6-tetrahydropyridin-3-ol